ClC=1C(NN=CC1N1CC2=C(CC1)N(NC2=O)[C@H](C)C2=C(C=C(C=C2)F)C(F)(F)F)=O |r| racemic-4-chloro-5-(1-[1-[4-fluoro-2-(trifluoromethyl)phenyl]ethyl]-3-oxo-1H,2H,3H,4H,5H,6H,7H-pyrazolo[4,3-c]pyridin-5-yl)-2,3-dihydropyridazin-3-one